4-(3-((1r,3R,5S,7S)-3,5-Dimethyladamantan-1-yl)ureido)-3-fluorobenzyl-piperidine-3-carboxylic acid C[C@]12CC3(CC(C[C@@](C1)(C3)C)C2)NC(NC2=C(C=C(CN3CC(CCC3)C(=O)O)C=C2)F)=O